N(=O)N1CCC2=CC(=CC=C12)C(F)(F)F 1-nitroso-5-(trifluoromethyl)indoline